N[C@@H](CO)C1=CC=C(C=C1)OC (R)-2-amino-2-(4-methoxyphenyl)ethanol